2,8-dimethyl-5-phenyl-5,10-dihydrophenazine CC1=CC=2NC3=CC(=CC=C3N(C2C=C1)C1=CC=CC=C1)C